N-(2-(((Pyridin-4-ylmethyl)amino)methyl)quinolin-8-yl)-4-(trifluoromethyl)benzenesulfonamide N1=CC=C(C=C1)CNCC1=NC2=C(C=CC=C2C=C1)NS(=O)(=O)C1=CC=C(C=C1)C(F)(F)F